C1(=CC=CC=C1)[C@H]1N=C(O[C@H]1C1=CC=CC=C1)CC=1O[C@H]([C@H](N1)C1=CC=CC=C1)C1=CC=CC=C1 bis((4R,5S)-4,5-diphenyl-4,5-dihydro-oxazol-2-yl)methane